FC(C1=CC=C(C=C1)/C=C/B(O)O)(F)F trans-2-(4-(trifluoromethyl)phenyl)vinylboronic acid